FCC1CN(C1)C(=O)C=1C(=NN2C1NC(=CC2=O)OCC2=CC=C(C=C2)C(C)C)C2=NC=CN=C2 3-[3-(fluoromethyl)azetidine-1-carbonyl]-5-[(4-isopropylphenyl)methoxy]-2-pyrazin-2-yl-4H-pyrazolo[1,5-a]pyrimidin-7-one